C1(=CC=CC=C1)CO phenyl-methanol